palmitoleic acid linoleyl ester C(CCCCCCC\C=C/C\C=C/CCCCC)OC(CCCCCCC\C=C/CCCCCC)=O